6-(4-(3,4-dihydroisoquinolin-2(1H)-yl)-5-hydroxyazepine-1-carbonyl)pyrimidine C1N(CCC2=CC=CC=C12)C=1C=CN(C=CC1O)C(=O)C1=CC=NC=N1